chloro-3-(1,1-difluoro-2-methylpropan-2-yl)-4''-((3,5-difluoropyridin-2-yl)methoxy)-5',6''-dimethyl-2H,2''H-[1,2':4',1''-terpyridin]-2,2''-dione ClC1=C(C(N(C=C1)C1=NC=C(C(=C1)N1C(C=C(C=C1C)OCC1=NC=C(C=C1F)F)=O)C)=O)C(C(F)F)(C)C